CC(C)N1CCCCC1 1-(propan-2-yl)piperidin